4-(((6-chloronaphthalen-2-yl)oxy)methyl)-1H-1,2,3-triazole ClC=1C=C2C=CC(=CC2=CC1)OCC=1N=NNC1